(1S)-2-[4,6-bis(trifluoromethyl)-1,3,5-triazin-2-yl]-6-chloro-1-[(cyclopent-2-en-1-yl)methyl]-2,3,4,9-tetrahydro-1H-pyrido[3,4-b]indole FC(C1=NC(=NC(=N1)C(F)(F)F)N1[C@H](C=2NC3=CC=C(C=C3C2CC1)Cl)CC1C=CCC1)(F)F